1,1'-(1,4-phenylene)bis(N,N,N-trimethylmethanaminium) C1(=CC=C(C=C1)C[N+](C)(C)C)C[N+](C)(C)C